[Al].C(C1=CC=CC=C1)(=O)CC(C)=O.C(C1=CC=CC=C1)(=O)CC(C)=O.C(C1=CC=CC=C1)(=O)CC(C)=O tris(benzoylacetone) aluminum